methacrylamidohexylphosphonic acid C(C(=C)C)(=O)NCCCCCCP(O)(O)=O